2-(10-hydroxydecyl)-5,6-dimethoxy-3-methylcyclohexane-2,5-diene-1,4-dione OCCCCCCCCCCC=1C(C(=C(C(C1C)=O)OC)OC)=O